ClC=1C=CC(=NC1)CCC(=O)NC1=C(C(=NN1)C1=CC=NC=C1)C 3-(5-Chloropyridin-2-yl)-N-(4-methyl-3-(pyridin-4-yl)-1H-pyrazol-5-yl)propanamide